[Ru+2].C(CC)C1=CC=C(C)C=C1 (p-propyl-toluene) ruthenium (II)